(R)-1-(4-(2,6-Dioxopiperidin-3-yl)-3,5-difluorophenyl)azetidine-3-carboxylic acid O=C1NC(CC[C@@H]1C1=C(C=C(C=C1F)N1CC(C1)C(=O)O)F)=O